(R)-ethyl 3-(11,11-dimethyl-3,9-dioxo-1-phenyl-2,10-dioxa-4,8-diazadodecan-5-yl)benzoate CC(OC(NCC[C@@H](NC(OCC1=CC=CC=C1)=O)C=1C=C(C(=O)OCC)C=CC1)=O)(C)C